C(C)O[Si]1(N(CCC1)CCNC(=O)NCCC[Si](OCC)(OCC)OCC)OCC 2,2-diethoxy-N-(3-triethoxysilylpropylureidoethyl)-1-aza-2-silacyclopentane